(R)-(1-(2-(pyridin-2-yl)propan-2-yl)-3-(2-(quinoxalin-2-yl)ethyl)pyrrolidin-3-yl)methanol N1=C(C=CC=C1)C(C)(C)N1C[C@](CC1)(CCC1=NC2=CC=CC=C2N=C1)CO